[Si](C)(C)(C(C)(C)C)OC[C@H](C=1C=C(C=CC1)C)N (S)-2-((tert-Butyldimethylsilyl)oxy)-1-(m-tolyl)ethylamine